C(CCCCCCCCC)N(C(OC1=NC2=CC(=CC=C2C=C1)OCCCCN1CCN(CC1)C1=CC=CC=2SC=CC21)=O)CCCCCCCCCC 7-(4-(4-(benzo[b]thiophen-4-yl)piperazin-1-yl)butoxy)quinolin-2-yl didecylcarbamate